13-amino-5,6,7,8,9,10,11,12-octahydro-5-methyl-5,11-methanobenzocyclodecen-3-ol NC1C2(CCCCCC1CC1=C2C=C(C=C1)O)C